(R)-5-((7-Chloro-1H-indol-3-yl)methyl)-3-methylimidazolidin-2,4-dion ClC=1C=CC=C2C(=CNC12)C[C@@H]1C(N(C(N1)=O)C)=O